6-nitro-2-[[2-[2-oxo-3-(3-oxo-4H-pyrazino[2,3-b][1,4]oxazin-6-yl)oxazolidin-5-yl]ethylamino]methyl]indane-4-carbonitrile [N+](=O)([O-])C=1C=C(C=2CC(CC2C1)CNCCC1CN(C(O1)=O)C1=NC2=C(OCC(N2)=O)N=C1)C#N